CN(CCCN1CN(CN(C1)CCCN(C)C)CCCN(C)C)C N,N,N',N',N'',N''-hexa-methyl-1,3,5-triazine-1,3,5(2H,4H,6H)-tripropanamine